COC=1C=C(C=CC1OC)C1=CC=NC=2N1N=C(C2)C(=O)NC2=CC(=C(C(=O)O)C=C2)O 4-(7-(3,4-dimethoxyphenyl)pyrazolo[1,5-a]pyrimidine-2-carboxamido)-2-hydroxybenzoic acid